1-docosyl-sn-glycerol C(CCCCCCCCCCCCCCCCCCCCC)OC[C@@H](O)CO